nickel 1-nitroso-2-naphthol N(=O)C1=C(C=CC2=CC=CC=C12)O.[Ni]